COC([C@@H](NC#CC1=CC=CC=C1)CS)=O (phenylethynyl)-L-cysteine methyl ester